3-(4-(1H-pyrazol-4-yl)phenyl)-1-((tetrahydro-2H-pyran-4-yl)methyl)-1,3,8-triazaspiro[4.5]decan-2-one N1N=CC(=C1)C1=CC=C(C=C1)N1C(N(C2(C1)CCNCC2)CC2CCOCC2)=O